7-chloro-5-(4-(trifluoromethyl)phenyl)imidazo[1,2-c]pyrimidine ClC1=CC=2N(C(=N1)C1=CC=C(C=C1)C(F)(F)F)C=CN2